1-methylethylbenzene CC(C)C1=CC=CC=C1